Acetonide Acetate Salt C(C)(=O)[O-].[CH2-]C(=O)C